[Si](C1=CC=CC=C1)(C1=CC=CC=C1)(C(C)(C)C)OC1C[C@H]2C([C@H]2C1)C#N (1R,5S,6S)-3-[(tert-Butyldiphenylsilyl)oxy]bicyclo[3.1.0]hexane-6-carbonitrile